N,N-Dimethyl-1-oxa-7-azaspiro[4.4]nonan-3-amine CN(C1COC2(C1)CNCC2)C